OC(=O)CCCCCCCCC.OC(=O)CCCCCCCCC.OCC(O)CO glycerin dicaprate